N-(7-methoxy-4-phenyl-1H-1,3-benzodiazol-2-yl)-5H,6H,7H,8H-imidazo[1,2-a]pyridine-3-carboxamide COC1=CC=C(C2=C1NC(=N2)NC(=O)C2=CN=C1N2CCCC1)C1=CC=CC=C1